3-(4-((1R,2S)-6-hydroxyl-2-phenyl-1,2,3,4-tetrahydronaphthalene-1-yl)phenyl)-3-azaspiro[5.5]undecane-9-one OC=1C=C2CC[C@@H]([C@@H](C2=CC1)C1=CC=C(C=C1)N1CCC2(CC1)CCC(CC2)=O)C2=CC=CC=C2